NC1=CC=C(N=N1)C=1CCN(CC1)C(=O)OC(C)(C)C tert-butyl 4-(6-amino-pyridazin-3-yl)-3,6-dihydro-2H-pyridine-1-carboxylate